(R)-2-(piperidin-3-yl)acetic acid ethyl ester hydrochloride Cl.C(C)OC(C[C@@H]1CNCCC1)=O